2-(4-(1-(Aminomethyl)-5-cyclopropoxy-4-oxo-3,4-dihydropyrido[3,4-d]pyridazin-7-yl)-1-methyl-1H-pyrazol-5-yl)-4-chloro-6-cyclopropoxy-3-fluorobenzonitrile NCC=1C2=C(C(NN1)=O)C(=NC(=C2)C=2C=NN(C2C2=C(C#N)C(=CC(=C2F)Cl)OC2CC2)C)OC2CC2